6-((2S,5R)-4-((4-(difluoromethyl)phenyl)(4-methoxyphenyl)methyl)-2,5-dimethylpiperazin-1-yl)-2-hydrazineyl-8-methyl-9-(((S)-tetrahydrofuran-2-yl)methyl)-9H-purine FC(C1=CC=C(C=C1)C(N1C[C@@H](N(C[C@H]1C)C1=C2N=C(N(C2=NC(=N1)NN)C[C@H]1OCCC1)C)C)C1=CC=C(C=C1)OC)F